2-cyclopropyl-9-[4-(difluoromethoxy)phenyl]-7-(2-methyl-2H-indazol-5-yl)-8H-pyrimido[1,2-b]pyridazin-8-one maleate salt C(\C=C/C(=O)O)(=O)O.C1(CC1)C1=NC=2N(N=C(C(C2C2=CC=C(C=C2)OC(F)F)=O)C2=CC3=CN(N=C3C=C2)C)C=C1